1,1,1-TRIFLUORO-3-(OCTYLTHIO)ACETONE FC(C(=O)CSCCCCCCCC)(F)F